(1H-imidazol-1-yl)-1H-pyrrolo[3,2-b]pyridine-7-carboxylic acid methyl ester COC(=O)C1=C2C(=NC=C1)C=CN2N2C=NC=C2